BrC1=C(C=C2C(=C(C(=NC2=C1F)O)C#N)N1C[C@@H](N(CC1)C(=O)OCC1=CC=CC=C1)CC#N)Cl benzyl (S)-4-(7-bromo-6-chloro-3-cyano-8-fluoro-2-hydroxyquinolin-4-yl)-2-(cyanomethyl)piperazine-1-carboxylate